(rac)-tert-butyl 2-(hydroxymethyl)morpholine-4-carboxylate OC[C@H]1CN(CCO1)C(=O)OC(C)(C)C |r|